2-benzyl-2-azaspiro[3.3]heptan-6-yl (2R,6S)-2,6-dimethyl-4-[6-(trifluoromethyl)-[1,3]thiazolo[5,4-b]pyridin-2-yl]piperazine-1-carboxylate C[C@H]1N([C@H](CN(C1)C=1SC2=NC=C(C=C2N1)C(F)(F)F)C)C(=O)OC1CC2(CN(C2)CC2=CC=CC=C2)C1